tri(1,1,1,3,3,3-hexafluoro-2-propyl)phosphorous acid FC(C(C(F)(F)F)OP(OC(C(F)(F)F)C(F)(F)F)OC(C(F)(F)F)C(F)(F)F)(F)F